1,3,5-triacryloyl-hexahydro-s-triazine C(C=C)(=O)N1CN(CN(C1)C(C=C)=O)C(C=C)=O